CN1N=C(N=N1)C=1C=C(C=CC1)C(=O)NCCN1CC2=CC=C(C=C2C1=O)C(=O)O 2-(2-{[3-(2-methyl-2H-1,2,3,4-tetrazol-5-yl)phenyl]formamido}ethyl)-3-oxo-2,3-dihydro-1H-isoindole-5-carboxylic acid